C(C)C(COP(O)(=O)CC)CCCC 2-ethylphosphonic acid mono(2-ethylhexyl) ester